[Br-].COC1=CC=C(C=C1)C(C[N+]1=CC(=CC(=C1)C)C)=O 1-(2-(4-Methoxyphenyl)-2-oxoethyl)-3,5-dimethylpyridin-1-ium bromide